4-((4-aminophenyl)thio)-3-(trifluoromethyl)aniline NC1=CC=C(C=C1)SC1=C(C=C(N)C=C1)C(F)(F)F